[Hf].C(C)(C)(C)C=1C=C(C=C(C1)C(C)(C)C)C(NC1=C(C=CC=C1C(C)C)C(C)C)C1=NC=CC=C1 N-((3,5-Di-tert-butylphenyl)(pyridin-2-yl)methyl)-2,6-diisopropylaniline hafnium